3-[7-(1-hydroxy-1-methyl-ethyl)-2-phenyl-1H-indol-3-yl]propionic acid OC(C)(C)C=1C=CC=C2C(=C(NC12)C1=CC=CC=C1)CCC(=O)O